(±)-4-(4-(1-Aminopropyl)-8-fluoro-2-methylquinolin-6-yl)-5-fluoro-N-(1-(methylsulfonyl)piperidin-4-yl)pyrimidin-2-amine N[C@H](CC)C1=CC(=NC2=C(C=C(C=C12)C1=NC(=NC=C1F)NC1CCN(CC1)S(=O)(=O)C)F)C |r|